COC1=C(C=CC(=C1)B1OC(C(O1)(C)C)(C)C)[C@@H](C)CC(C)(S(=O)N)C ((S)-1-(2-methoxy-4-(4,4,5,5-tetramethyl-1,3,2-dioxaborolan-2-yl)phenyl)ethyl)-2-methylpropane-2-sulfinamide